CC1(OC=2C=C(C=C(C2C2[C@H]1CC=C(C2)C)O)CCCCC)C (6aR)-6,6,9-trimethyl-3-pentyl-6a,7,10,10a-tetrahydro-6H-benzo[c]chromen-1-ol